2,3-dihydro-1H-pyrrolo[2,3-b]pyridine-1-carboxylic acid tert-butyl ester C(C)(C)(C)OC(=O)N1CCC=2C1=NC=CC2